C(C)(C)(C)C1=C(C=CC(=C1)C(C)(C)C)P(C1=C(C=C(C=C1)C(C)(C)C)C(C)(C)C)C1=C(C=C(C=C1)C(C)(C)C)C(C)(C)C tris(2,4-di-tert-butylphenyl)phosphine